Cl.C(C=C)(=O)N 2-propenamide, hydrochloride